5,6,7,8-tetrahydro-4-hydroxyquinazoline OC1=NC=NC=2CCCCC12